(2R,3S)-2-(3-(6-bromo-1H-benzo[d]imidazol-1-yl)propyl)piperidin-3-ol BrC=1C=CC2=C(N(C=N2)CCC[C@H]2NCCC[C@@H]2O)C1